(S)-9-(2-cyclopropylethyl)-4-isopropyl-2-methyl-1-oxa-4,9-diazaspiro[5.5]undecan-3-one C1(CC1)CCN1CCC2(CN(C([C@@H](O2)C)=O)C(C)C)CC1